CCCCCC/C=C\\CCCCCCCCC(=O)OC[C@H](COP(=O)([O-])OCC[NH3+])O The molecule is a 1-acyl-sn-glycero-3-phosphoethanolamine zwitterion obtained by transfer of a proton from the amino to the phosphate group of 1-(10Z-heptadecenoyl)-sn-glycero-3-phosphoethanolamine.